(thiomorpholine-3-carbonyl)-L-lysine N1C(CSCC1)C(=O)N[C@@H](CCCCN)C(=O)O